3-oxocyclobut-1-en-1-yl carbonochloridate C(OC1=CC(C1)=O)(=O)Cl